C1(CC1)C1=CC=NC=2N1N=C(C2C=2N=NC(=CC2)OCC(C(F)(F)F)(F)F)SCC 7-cyclopropyl-2-(ethylthio)-3-(6-(2,2,3,3,3-pentafluoropropoxy)pyridazin-3-yl)pyrazolo[1,5-a]pyrimidine